R-N,N-dimethyl-1-[(9Z,12Z)-octadec-9,12-dien-1-yloxy]-3-(octyloxy)propan-2-amine CN([C@@H](COCCCCCCCC\C=C/C\C=C/CCCCC)COCCCCCCCC)C